OC=1C=C(C=NNC2=NC=NC3=C2N=CN=C3NC=3C=C(C=CC3)NC(C3=CC=NC=C3)=O)C=CC1O N-(3-((8-(2-(3,4-dihydroxybenzylidene)hydrazineyl)pyrimido[5,4-d]pyrimidin-4-yl)amino)phenyl)isonicotinamide